[4-(3-{2-[(E)-3,5-diamino-6-chloro-pyrazine-2-carbonylimino]-1,3,8-triaza-spiro[4.5]dec-8-yl}-3-oxo-propyl)-phenoxy]-acetic acid dipropylcarbamoylmethyl ester C(CC)N(C(=O)COC(COC1=CC=C(C=C1)CCC(=O)N1CCC2(CN\C(\N2)=N/C(=O)C2=NC(=C(N=C2N)N)Cl)CC1)=O)CCC